methyl 8-bromo-6-hydroxyquinoline-3-carboxylate BrC=1C=C(C=C2C=C(C=NC12)C(=O)OC)O